C(C)(=O)C1=NC=CC(=C1)C(=O)OC methyl 2-acetylpyridine-4-carboxylate